P(=O)([O-])([O-])[O-].[Al+3] monoaluminium phosphate